CC1=C(C(=CC=C1)C)NS(=O)(=O)C=1C=C(C=NC1OC)NC(=O)C=1C=CC=C2C1N=CO2 N-(5-(N-(2,6-dimethylphenyl)sulfamoyl)-6-methoxypyridin-3-yl)benzo[d]oxazole-4-carboxamide